C(C)(C)(C)OC(=O)N1CC(=CCC1)C1=NC(=CC=C1)C(NC=1C(=NN(C1)C)C1=NC=CC=C1)=O 6-((1-methyl-3-(pyridin-2-yl)-1H-pyrazol-4-yl)carbamoyl)-5',6'-dihydro-[2,3'-bipyridine]-1'(2'H)-carboxylic acid tert-butyl ester